F[C@H]1[C@H](C[C@@]2(CC[C@H]1N2)C)C(=C)C=2N=CC(=NC2)C2=C(C=C(C=C2)N2C=NC=C2)O 2-(5-(1-((1S,3R,4S,5R)-4-fluoro-1-methyl-8-azabicyclo[3.2.1]oct-3-yl)vinyl)pyrazin-2-yl)-5-(1H-imidazol-1-yl)phenol